tert-butyl 6-(hydroxymethyl)-5-methoxy-3',6'-dihydro-[3,4'-bipyridine]-1'(2'h)-carboxylate OCC1=C(C=C(C=N1)C=1CCN(CC1)C(=O)OC(C)(C)C)OC